CN1N=C(N=C1)C=1C=CC2=C(N=C(O2)C2=C3C=C(N=CC3=C(N=C2)NC)NC(=O)C2CC2)C1 N-(5-(5-(1-methyl-1H-1,2,4-triazol-3-yl)benzo[d]oxazol-2-yl)-8-(methylamino)-2,7-naphthyridin-3-yl)cyclopropanecarboxamide